isopropylbenzene, hexafluorophosphate salt F[P-](F)(F)(F)(F)F.C(C)(C)C1=CC=CC=C1